C1(=CC=C(C=C1)S(=O)(=O)C(I)I)C diiodomethyl p-tolyl sulfone